1-[[3-(2,2,2-trifluoroethoxy)phenyl]methyl]-3-[3-(trifluoromethyl)-1-bicyclo[1.1.1]pentanyl]urea FC(COC=1C=C(C=CC1)CNC(=O)NC12CC(C1)(C2)C(F)(F)F)(F)F